CN(C)CC1(CC[C@]12CN(CC2)C(=O)OC(C)(C)C)O tert-butyl (4S)-3-[(dimethylamino) methyl]-3-hydroxy-6-azaspiro[3.4]octane-6-carboxylate